C(C)C(CN1C=[N+](C=C1)C1=C(C=CC=C1C(C)C)C(C)C)CCCC 1-(2-ethylhexyl)-3-(2,6-diisopropylphenyl)imidazolium